[S-2].[V+3].[S-2].[S-2].[V+3] vanadium(III) sulfide